2,4-DIAMINOPTERIDINE-6-CARBALDEHYDE NC1=NC2=NC=C(N=C2C(=N1)N)C=O